[Br-].C[N+](CC(C)C)(C)C trimethyl-isobutyl-ammonium bromide